N-(1-(tert-butyl)-5-fluoro-1H-pyrazol-4-yl)-2-fluoro-4-methyl-5-(8-morpholinoimidazo[1,2-b]pyridazin-6-yl)benzamide C(C)(C)(C)N1N=CC(=C1F)NC(C1=C(C=C(C(=C1)C=1C=C(C=2N(N1)C=CN2)N2CCOCC2)C)F)=O